perfluorocarboxylate FC(=O)[O-]